BrC1=CC(=CC2=CC=C3C(=C12)CCC3)O 9-bromo-2,3-dihydro-1H-cyclopenta[a]naphthalen-7-ol